ClC1=C(C=C(C=C1)NC(=O)N1C2CC(CC1(C2)C(=O)O)C)C=2OC=C(N2)C 6-((4-chloro-3-(4-methyloxazol-2-yl)phenyl)carbamoyl)-3-methyl-6-azabicyclo[3.1.1]heptane-1-carboxylic acid